C(C)(C)(C)C1(N(CCNC1=O)C(=O)O)CC1CCN(CC1)C=1C=2N(C=C(N1)C=1C=NN(C1)C)N=CC2.C(C)(C)(C)C(=O)OCCCCCCOC(=O)C(C)(C)C 1,6-bis-(t-butylcarbonyloxy)hexane tert-butyl-((1-(6-(1-methyl-1H-pyrazol-4-yl)pyrazolo[1,5-a]pyrazin-4-yl)piperidin-4-yl)methyl)-3-oxopiperazine-1-carboxylate